C(C(=C)C)(=O)OCCOC1=CC=C(C=C1)C(C)(C)C1=CC=C(C=C1)OCCOC(C(=C)C)=O bis(4-methacryloxyethoxyphenyl)propane